C(N)(OCCC(N1CC(C1)OC=1C=C2C(N(C(C2=CC1)=O)C1C(NC(CC1)=O)=O)=O)C(C)(C)C)=O tert-butyl(3-(3-((2-(2,6-dioxopiperidin-3-yl)-1,3-dioxoisoindolin-5-yl)oxy) azetidin-1-yl) propyl) carbamate